Cl.CNCCOC(F)(F)F N-methyl-2-(trifluoromethoxy)ethan-1-amine hydrochloride